(4-(diphenylamino)phenyl)-[2,2'-bithiophene] C1(=CC=CC=C1)N(C1=CC=C(C=C1)C1=C(SC=C1)C=1SC=CC1)C1=CC=CC=C1